ClC=1C=C(C=C(C1)[N+](=O)[O-])NS(=O)(=O)C1CC1 N-(3-chloro-5-nitrophenyl)cyclopropanesulfonamide